FC=1C=C(CC=2C(=C(C3=C(C(N(N=N3)[C@H]3CCOC[C@@H]3O)=O)C2)C)C)C=CC1C(NC)=O 1,5-anhydro-2,3-dideoxy-3-(6-(3-fluoro-4-(methylcarbamoyl)benzyl)-7,8-dimethyl-4-oxo-1,2,3-benzotriazin-3(4H)-yl)-L-threo-pentitol